N-(2-(4,4-difluoropiperidin-1-yl)-6-methylpyrimidin-4-yl)-2-((1S,6R)-6-(fluoromethyl)-3-azabicyclo[4.1.0]heptan-3-yl)-4-((2-hydroxyethyl)sulfonamido)benzamide FC1(CCN(CC1)C1=NC(=CC(=N1)NC(C1=C(C=C(C=C1)NS(=O)(=O)CCO)N1C[C@H]2C[C@]2(CC1)CF)=O)C)F